ClC1=C(C(=CC=C1)Cl)COC=1C=NC(=NC1)N1CC(N(CC1)C(=O)N)C 4-{5-[(2,6-dichlorophenyl)methoxy]pyrimidin-2-yl}-2-methylpiperazine-1-carboxamide